C1(=CC=CC=C1)C1=CC(=CS1)CO (5-phenyl-thiophen-3-yl)-methanol